N-methylimidazo[1,2-a]pyrazine-2-carboxamide CNC(=O)C=1N=C2N(C=CN=C2)C1